2-(3-methoxy-phenyl)-N-{2-oxo-3-[phenyl-(4-piperidin-1-ylmethyl-phenylamino)-methylene]-2,3-dihydro-1H-indol-5-yl}-acetamide COC=1C=C(C=CC1)CC(=O)NC=1C=C2C(C(NC2=CC1)=O)=C(NC1=CC=C(C=C1)CN1CCCCC1)C1=CC=CC=C1